HEPTA-1,6-DIEN-3-ONE C=CC(CCC=C)=O